C(C)(C)(C)OC(=O)N[C@H](C(=O)O)CCC=C (2S)-2-[(tert-butoxycarbonyl)amino]hex-5-enoic acid